tert-butyl (1-(4-((1-(4-(((tert-butyldimethylsilyl)oxy)methyl)-3-fluorophenyl)-2-oxo-1,2-dihydropyrimidin-4-yl)carbamoyl)piperazin-1-yl)-2-methyl-1-oxopropan-2-yl)carbamate [Si](C)(C)(C(C)(C)C)OCC1=C(C=C(C=C1)N1C(N=C(C=C1)NC(=O)N1CCN(CC1)C(C(C)(C)NC(OC(C)(C)C)=O)=O)=O)F